C(C)(C)(C)OC(CN1CCN(CC1)C(CC[C@@H](C(=O)OCC1=CC(=NC(=C1)Cl)Cl)NC(=O)OC(C)(C)C)=O)=O (2,6-dichloropyridin-4-yl)methyl (S)-5-(4-(2-(tert-butoxy)-2-oxoethyl)piperazin-1-yl)-2-((tert-butoxycarbonyl)amino)-5-oxopentanoate